C(CCCCCCC)(=O)C(C(=O)O)(CCC)O caprylyl-hydroxypentanoic acid